C(CCCCCCCC(=O)OC1=CC=C(C=C1)N)C(=O)OC1=CC=C(C=C1)N bis(4-aminophenyl) octane-1,8-dicarboxylate